ClC1=CC=C(CNC(=O)NC2CC3(C2)CN(CC3)C3=NC(=CC=C3)C)C=C1 1-(4-chlorobenzyl)-3-((2s,4r)-6-(6-methylpyridin-2-yl)-6-azaspiro[3.4]octan-2-yl)urea